CC(=CCC[C@@](C)([C@H]1CC[C@@]2([C@@H]1CC[C@H]3[C@]2(CC[C@@H]4[C@@]3(CC[C@@H](C4(C)C)O)C)C)C)O[C@H]5[C@@H]([C@H]([C@@H]([C@H](O5)CO)O)O)O)C The molecule is a tetracyclic triterpenoid that is dammarenediol-II where the hydrogen of the hydroxy group at position 20 is replaced by a beta-D-glucoside. It is a beta-D-glucoside, a 3beta-hydroxy steroid, a tetracyclic triterpenoid, a monosaccharide derivative and a 3beta-hydroxy-4,4-dimethylsteroid. It derives from a dammarenediol-II. It derives from a hydride of a dammarane.